8-bromo-5-(bromomethyl)-2-(trifluoromethyl)quinoline BrC=1C=CC(=C2C=CC(=NC12)C(F)(F)F)CBr